3,5-bis(trifluoromethyl)-1H-pyrazole FC(C1=NNC(=C1)C(F)(F)F)(F)F